5-bromo-2-(4-((6-((trisisopropylphenyl)ethyl)pyridine-3-yl)oxy)piperidine-1-yl)pyridine BrC=1C=CC(=NC1)N1CCC(CC1)OC=1C=NC(=CC1)CCC1=C(C(=C(C=C1)C(C)C)C(C)C)C(C)C